6-{4-[3-(1,2,5-thiadiazol-3-yl)pyridin-2-yl]piperazin-1-yl}-2-azaspiro[3.4]octane-2-carboxylic acid ethyl ester C(C)OC(=O)N1CC2(C1)CC(CC2)N2CCN(CC2)C2=NC=CC=C2C2=NSN=C2